N-(5-cyclopentyl-1H-pyrazol-3-yl)-6-ethyl-5-methyl-[1,2,4]triazolo[1,5-a]pyrimidin-7-amine C1(CCCC1)C1=CC(=NN1)NC1=C(C(=NC=2N1N=CN2)C)CC